(S)-1-(2-(3-chloro-4-fluoro-5-methylphenyl)-4-methyl-4,5,6,7-tetrahydro-2H-pyrazolo[4,3-c]pyridin-3-yl)-3-(4-fluoro-1-(methyl-d3)-1H-indazol-5-yl)-1,3-dihydro-2H-imidazol-2-one ClC=1C=C(C=C(C1F)C)N1N=C2C([C@@H](NCC2)C)=C1N1C(N(C=C1)C=1C(=C2C=NN(C2=CC1)C([2H])([2H])[2H])F)=O